(E)-1-(4-(3,4-difluorophenoxy)-2-nitrophenyl)-3-(dimethylamino)prop-2-en-1-one gallium-zinc [Zn].[Ga].FC=1C=C(OC2=CC(=C(C=C2)C(\C=C\N(C)C)=O)[N+](=O)[O-])C=CC1F